O[C@@H]1CC[C@@]2([C@H]3C[C@@H]([C@]4([C@H](CC[C@H]4[C@@H]3[C@@H](C[C@@H]2C1)O)C(C(=O)O)CCC)C)O)C ((3R,5S,7R,8R,9S,10S,12S,13R,14S,17R)-3,7,12-Trihydroxy-10,13-dimethylhexadecahydro-1H-cyclopenta[a]phenanthren-17-yl)pentanoic acid